1-(7-(7-(5-methyl-1H-indazol-4-yl)-2-(1-methylpiperidin-4-yl)-8-(2,2,2-Trifluoroethoxy)-6-vinylquinazolin-4-yl)-2,7-diazaspiro[3.5]non-2-yl)prop-2-en-1-one CC=1C(=C2C=NNC2=CC1)C1=C(C=C2C(=NC(=NC2=C1OCC(F)(F)F)C1CCN(CC1)C)N1CCC2(CN(C2)C(C=C)=O)CC1)C=C